5-(2-chloro-4-fluorobenzyl)-2-methyl-4-(spiro[2.5]octan-6-ylmethyl)-2,4-dihydro-3H-1,2,4-triazol-3-one ClC1=C(CC=2N(C(N(N2)C)=O)CC2CCC3(CC3)CC2)C=CC(=C1)F